N-[2-[6-[[(3aR,5s,6aS)-2-(tetrahydropyran-4-ylmethyl)-3,3a,4,5,6,6a-hexahydro-1H-cyclopenta[c]pyrrol-5-yl]amino]pyridazin-3-yl]phenyl]acetamide O1CCC(CC1)CN1C[C@@H]2[C@H](C1)CC(C2)NC2=CC=C(N=N2)C2=C(C=CC=C2)NC(C)=O